O1CCC2=C1C(=CC=C2)C(CC2=NC(=NC(=C2)OC)OC)C=2N=CNC2 4-(2-(2,3-dihydrobenzofuran-7-yl)-2-(1H-imidazol-4-yl)ethyl)-2,6-dimethoxypyrimidine